N1(CCNCC1)C=1C=CC(=NC1)NC=1C=CC(=C2CNC(C12)=O)C=1C=NN2C1N=CC=C2 7-[(5-piperazin-1-yl-2-pyridyl)amino]-4-pyrazolo[1,5-a]pyrimidin-3-yl-isoindolin-1-one